OCCNC(=O)C=1C=CC(=NC1)NC1=NN2C(C=C(C=C2)C2=C(C=NC(=C2)C)OC2C[C@H]3COC[C@@H](C2)N3C(=O)OC(C)(C)C)=C1 tert-butyl (1R,5S,7s)-7-((4-(2-((5-((2-hydroxyethyl)carbamoyl)pyridin-2-yl)amino)pyrazolo[1,5-a]pyridin-5-yl)-6-methylpyridin-3-yl)oxy)-3-oxa-9-azabicyclo[3.3.1]nonane-9-carboxylate